N1=C(C=CC=C1)C1=NNC=C1C1=CC(=NC=C1)C1=C(C(=O)NC2CCOCC2)C=CC=C1 (4-[3-(pyridin-2-yl)-1H-pyrazol-4-yl]pyridin-2-yl)-N-(tetrahydro-2H-pyran-4-yl)benzamide